3'-amino-5'-cyano-N,N-dimethyl-[1,1'-biphenyl]-4-carboxamide NC=1C=C(C=C(C1)C#N)C1=CC=C(C=C1)C(=O)N(C)C